NCCN1N=C2C(=N1)C=C(C1=C2CC(C1)CN1CCC2(CN(C(O2)=O)C2=NC3=C(OCC(N3)=O)N=C2)CC1)F 6-[8-[[2-(2-aminoethyl)-5-fluoro-7,8-dihydro-6H-cyclopenta[e]benzotriazol-7-yl]methyl]-2-oxo-1-oxa-3,8-diazaspiro[4.5]decan-3-yl]-4H-pyrazino[2,3-b][1,4]oxazin-3-one